N1(C=NC=C1)C1=CC=C(C=C1)C [4-(1-imidazolyl)phenyl]methane